tridecafluoro-1-octylurea FC(C(C(C(C(NC(=O)N)(F)F)(F)F)(F)F)(F)F)(CCC(F)(F)F)F